2-[4-(Difluoromethyl)-6-[4-[2-[4-(hydroxymethyl)-1-piperidyl]ethyl]phenyl]-7-methyl-indazol-2-yl]-2-[(6R)-6-fluoro-6,7-dihydro-5H-pyrrolo[1,2-c]imidazol-1-yl]-N-thiazol-2-yl-acetamide FC(C=1C2=CN(N=C2C(=C(C1)C1=CC=C(C=C1)CCN1CCC(CC1)CO)C)C(C(=O)NC=1SC=CN1)C1=C2N(C=N1)C[C@@H](C2)F)F